CC1=CC=C(O1)N1C(CN(C2(COC2)C1)C(=O)OC(C)(C)C)=O tert-butyl 8-(5-methyl-2-furyl)-7-oxo-2-oxa-5,8-diazaspiro[3.5]nonane-5-carboxylate